COC=1C=NC=NC1OC 5,6-dimethoxypyrimidine